3,5-difluorophenethylamine FC=1C=C(CCN)C=C(C1)F